C(#N)C1=CC2=C(N(C(N=C2N2C3CN(CC2CC3)C(=O)OC(C)(C)C)=O)C=3C(=NC=CC3C)C(C)C)N=C1C1=C(C=CC=C1)F tert-butyl 8-(6-cyano-7-(2-fluorophenyl)-1-(2-isopropyl-4-methylpyridin-3-yl)-2-oxo-1,2-dihydropyrido[2,3-d]pyrimidin-4-yl)-3,8-diazabicyclo[3.2.1]octane-3-carboxylate